2-butoxy-1-ethanol acetate C(C)(=O)OCCOCCCC